N1N=CC=2C(=NC=CC21)C#N pyrazolo[4,3-c]pyridine-4-carbonitrile